3-(tert-Butyl)-N-(2-methyl-4-(6-(piperazin-1-yl)-9H-pyrimido[4,5-b]indol-4-yl)benzyl)-1,2,4-oxadiazole-5-carboxamide C(C)(C)(C)C1=NOC(=N1)C(=O)NCC1=C(C=C(C=C1)C1=NC=NC=2NC3=CC=C(C=C3C21)N2CCNCC2)C